3,4-dihydro-3,6-dimethyl-2H-1,4-benzoxazine CC1COC2=C(N1)C=C(C=C2)C